FC1=C(C=C(C=C1)NC(=O)NC(CO)C1=CC(=NC=C1)OCC(F)(F)F)C 1-(4-fluoro-3-methylphenyl)-3-[2-hydroxy-1-[2-(2,2,2-trifluoro-ethoxy)pyridin-4-yl]ethyl]urea